3-cyclopropyl-4-(3,5-difluoro-1-oxo-pyridin-1-ium-2-yl)pyrazole-1-carboxylic acid tert-butyl ester C(C)(C)(C)OC(=O)N1N=C(C(=C1)C1[N+](C=C(C=C1F)F)=O)C1CC1